5-chloro-N-((1r,4r)-4-((3-(2-cyanopyridin-3-yl)-2-oxo-2,3-dihydro-1H-benzo[d]imidazol-1-yl)methyl)cyclohexyl)-2-(difluoromethyl)nicotinamide ClC=1C=NC(=C(C(=O)NC2CCC(CC2)CN2C(N(C3=C2C=CC=C3)C=3C(=NC=CC3)C#N)=O)C1)C(F)F